5-[2-Isopropyl-4-methoxy-5-(1H-tetrazol-5-yl)-phenoxy]-pyrimidine-2,4-diamine C(C)(C)C1=C(OC=2C(=NC(=NC2)N)N)C=C(C(=C1)OC)C1=NN=NN1